7-isopropyl-5,7-dihydro-6H-pyrrolo[2,3-d]pyrimidin-6-one C(C)(C)N1C(CC2=C1N=CN=C2)=O